ClC1=C(C=C(N=N1)N[C@H]1CN(CCC1)CCN1CC(CC1)O)C 1-{2-[(3R)-3-[(6-chloro-5-methylpyridazin-3-yl)amino]piperidin-1-yl]ethyl}pyrrolidin-3-ol